(6-{6,6-Difluoro-3-azabicyclo[3.1.0]hex-3-yl}-2-vinylpyridin-3-yl)methanol tert-Butyl-((1R,4S)-2-oxobicyclo[2.2.1]heptan-1-yl)carbamate C(C)(C)(C)N(C(=O)OCC=1C(=NC(=CC1)N1CC2C(C2C1)(F)F)C=C)[C@]12C(C[C@@H](CC1)C2)=O